3-(3'-chloro-4'-fluorobiphenyl-3-yl)-3-(3-(4-hydroxy-1,5-dimethyl-2-oxo-1,2-dihydropyridin-3-yl)ureido)propanoic acid ClC=1C=C(C=CC1F)C1=CC(=CC=C1)C(CC(=O)O)NC(=O)NC=1C(N(C=C(C1O)C)C)=O